CC1=CC=C(C=C1)S(=O)(=O)O.N1CC(C1)C=1C=CC(=NC1)Cl 5-(azetidin-3-yl)-2-chloropyridine 4-methylbenzenesulfonate